monoisopropoxyaluminum monooleate monoethyl-acetate C(C)OC(C)=O.C(CCCCCCC\C=C/CCCCCCCC)(=O)[O-].C(C)(C)O[Al+]